ClCCCCCCOC1=C(COC2=C(C(=O)NC=3C=NC=CC3)C=CC=C2)C=CC=C1 2-(2-(6-chloro-hexyloxy)benzyloxy)-N-(pyridin-3-yl)benzamide